ethyl 5-methyl-1-(2,2,2-trifluoroethyl)-4-[1-(2-trimethylsilylethoxymethyl)indazol-5-yl]sulfonyl-pyrrole-2-carboxylate CC1=C(C=C(N1CC(F)(F)F)C(=O)OCC)S(=O)(=O)C=1C=C2C=NN(C2=CC1)COCC[Si](C)(C)C